2,2,2-trichloroethyl (3-(tert-butyl)-1-(p-tolyl)-1H-pyrazol-5-yl)carbamate C(C)(C)(C)C1=NN(C(=C1)NC(OCC(Cl)(Cl)Cl)=O)C1=CC=C(C=C1)C